COC(C1CCN(CC1)C1=CC=C(C=C1)[C@H]1[C@H](OCC2=CC(=CC=C12)O)C1=CC=C(C=C1)F)OC (3S,4R)-4-(4-(4-(dimethoxymethyl)piperidin-1-yl)phenyl)-3-(4-fluorophenyl)isochroman-7-ol